P(=O)(OC1=CC=C(C=C1)C(C)(C)C)(OC1=CC=C(C=C1)C(C)(C)C)[O-].[K+] potassium bis(4-t-butylphenyl) phosphate